2-(4-(4-(6-isopropyl-5-(8-methyl-[1,2,4]triazolo[1,5-a]pyridin-6-yl)-4H-thieno[3,2-b]pyrrol-2-yl)-1H-1,2,3-triazol-1-yl)piperidin-1-yl)ethan-1-ol C(C)(C)C=1C2=C(NC1C=1C=C(C=3N(C1)N=CN3)C)C=C(S2)C=2N=NN(C2)C2CCN(CC2)CCO